C(CCCCCCCCCCCCCCC)(=O)[O-].[Na+] sodium palmitoate